C(C1=CC=CC=C1)O[C@@H]1[C@H](OC=C([C@H]1OCC1=CC=CC=C1)SC(C(F)F)(F)F)COCC1=CC=CC=C1 (2R,3R,4S)-3,4-bis(benzyloxy)-2-((benzyloxy)methyl)-5-((1,1,2,2-tetrafluoroethyl)thio)-3,4-dihydro-2H-pyran